BrC1=CN=C2C=CC(=NC2=C1)C=O 7-bromo-1,5-naphthyridine-2-carbaldehyde